C(C)(C)(C)C=1C=C(C=C(C1)C(C)(C)C)O L-3,5-di-tert-butylphenol